3,5-dinitrosalicylic hydrazide [N+](=O)([O-])C1=C(C(C(=O)NN)=CC(=C1)[N+](=O)[O-])O